ClC=1C(=C2CN(C(C2=CC1)=O)C1C(NC(CC1)=O)=O)OCC(=O)O 2-((5-chloro-2-(2,6-dioxopiperidin-3-yl)-1-oxoisoindolin-4-yl)oxy)acetic acid